(S)-N-(3-(1-((2-ethyl-2H-pyrazolo[3,4-b]pyrazin-6-yl)amino)ethyl)-4-fluorophenyl)-3-methyl-4-(4-methylpiperazin-1-yl)benzamide C(C)N1N=C2N=C(C=NC2=C1)N[C@@H](C)C=1C=C(C=CC1F)NC(C1=CC(=C(C=C1)N1CCN(CC1)C)C)=O